C([O-])([O-])=O.C(C)(C)[O-] isopropanolate carbonate